4-Chloro-2-(3-isobutoxyphenyl)-1H-pyrrolo[2,3-b]pyridine ClC1=C2C(=NC=C1)NC(=C2)C2=CC(=CC=C2)OCC(C)C